1-((2S,4S,5S)-5-((5-cyano-7H-pyrrolo[2,3-d]pyridin-4-yl)amino)-4-fluoro-2-methylpiperidin-1-yl)prop-2-en-1-one C(#N)N1CCC=2C(=C1N[C@@H]1[C@H](C[C@@H](N(C1)C(C=C)=O)C)F)C=CN2